(E)-N-(2-hydroxyethyl)-2-(1-(pyridin-2-yl)ethylidene)hydrazine-1-carbothioamide OCCNC(=S)N/N=C(\C)/C1=NC=CC=C1